C(C=C)C1N(CCC2=CC=CC=C12)C1=CC=C(C=C1)C#N 1-allyl-2-(4-cyanophenyl)-1,2,3,4-tetrahydroisoquinoline